N-(4-amino-2H-pyrazolo[4,3-c]pyridin-7-yl)-N'-[(2,3-dichlorophenyl)methyl]-N'-(2-pyridylmethyl)oxamide NC1=NC=C(C=2C1=CNN2)NC(=O)C(=O)N(CC2=NC=CC=C2)CC2=C(C(=CC=C2)Cl)Cl